N,N'-Bis(4-methyl-2,6-bis((R)-1-phenylethyl)phenyl)ethane-1,2-diamine CC1=CC(=C(C(=C1)[C@H](C)C1=CC=CC=C1)NCCNC1=C(C=C(C=C1[C@H](C)C1=CC=CC=C1)C)[C@H](C)C1=CC=CC=C1)[C@H](C)C1=CC=CC=C1